zirconium porphyrin C12=CC=C(N1)C=C1C=CC(=N1)C=C1C=CC(N1)=CC=1C=CC(N1)=C2.[Zr]